Cl.NCCCCCN1CCN(CC1)CC=1C=C2CN(CC2=CC1)C(=O)C1=C(C=C(C=C1O)O)OCC1=CC=CC=C1 (5-((4-(5-Aminopentyl)piperazin-1-yl)methyl)isoindolin-2-yl)(2-(benzyloxy)-4,6-dihydroxyphenyl)methanone hydrochloride